[2H]C([2H])([2H])NC1CCN(CC1)C(=O)OC(C)(C)C tert-butyl 4-(trideuteriomethylamino)piperidine-1-carboxylate